N[C@H]1CN(CCC1)C(=O)C1=CC2=C(N(C(=N2)C2=CC=C(N2CC2=CC=CC=C2)C#N)C)C(=C1)OC 5-{5-[(3R)-3-Aminopiperidine-1-carbonyl]-7-methoxy-1-methyl-1H-1,3-benzodiazol-2-yl}-1-benzyl-1H-pyrrole-2-carbonitrile